(R)-N-(1-(3-(difluoromethyl)-2-fluorophenyl)ethyl)-5-(1,1-dioxidotetrahydro-2H-thiopyran-4-yl)-1H-indazole-7-carboxamide FC(C=1C(=C(C=CC1)[C@@H](C)NC(=O)C=1C=C(C=C2C=NNC12)C1CCS(CC1)(=O)=O)F)F